Cl.O=C1NC(CCC1NC(=O)C1NCC2=CC=CC=C12)=O N-(2,6-dioxopiperidin-3-yl)isoindoline-1-carboxamide hydrochloride salt